FC=1C=CC(=C(C1)[C@@H](C)NC=1C=CC=2N(N1)C(=CN2)C2=NC=CC(=C2)N2C[C@@H](CC2)O)OC (R)-1-(2-(6-(((R)-1-(5-fluoro-2-methoxyphenyl)ethyl)amino)imidazo[1,2-b]pyridazin-3-yl)pyridin-4-yl)pyrrolidin-3-ol